5,12-Dihydrobenzo[b]phenazine C1=CC=CC=2NC=3C=C4C(=CC3NC12)C=CC=C4